FC1CN(CC1)C=1N=C(SC1C(=O)N)C=1C=NC=CC1 3-fluoropyrrolidin-1-yl(pyridin-3-yl)thiazole-5-carboxamide